BrC=1C=C2C(=C3C(=NC2=CC1)N(CC3)C)N 6-bromo-1-methyl-2,3-dihydro-1H-pyrrolo[2,3-b]quinolin-4-ylamine